C(C)(C)(C)OC(=O)N1CC2=C(CC1)N(N=C2CC(=O)O)C2=CC=C(C=C2)C(C)C 2-(5-(tert-butoxycarbonyl)-1-(4-isopropylphenyl)-4,5,6,7-tetrahydro-1H-pyrazolo[4,3-c]pyridin-3-yl)acetic acid